5-((3-amino-6-(2-cyanoethyl)-7-(2,3-dichlorophenyl)-8-fluoro-2-(methylthio)quinolin-4-yl)(tert-butoxycarbonyl)amino)-2-azabicyclo[2.1.1]hexane-2-carboxylate NC=1C(=NC2=C(C(=C(C=C2C1N(C1C2CN(C1C2)C(=O)[O-])C(=O)OC(C)(C)C)CCC#N)C2=C(C(=CC=C2)Cl)Cl)F)SC